C(#N)C1=CC=C(COC2=CC=CC(=N2)C2=C(C=C(CC3=NC4=C(N3C[C@H]3OCC3)C=CC=C4)C=C2)F)C=C1 (S)-2-(4-(6-((4-Cyanobenzyl)oxy)pyridin-2-yl)-3-fluorobenzyl)-1-(oxetan-2-ylmethyl)-1H-benzo[d]imidazol